(2-(3-thienyl)ethyl)-2,3,4,9-tetrahydro-1H-carbazol-1-amine S1C=C(C=C1)CCC1(CCCC=2C3=CC=CC=C3NC12)N